[Si](C1=CC=CC=C1)(C1=CC=CC=C1)(C(C)(C)C)OCC(CC1CC1)=NSC(C)(C)C (S)-N-(1-((tert-butyldiphenylsilyl)oxy)-3-cyclopropylpropane-2-ylidene)-2-methylpropane-2-Sulfenamide